[7-[(5-fluoro-2-pyridyl)methyl]-2-azaspiro[3.5]nonan-2-yl]-[6-[5-(1-hydroxycyclopropyl)-4H-1,2,4-triazol-3-yl]-2-azaspiro[3.3]heptan-2-yl]methanone FC=1C=CC(=NC1)CC1CCC2(CN(C2)C(=O)N2CC3(C2)CC(C3)C3=NN=C(N3)C3(CC3)O)CC1